C(C)OC(=O)C=1C(=NN2C1O[C@@H](CC2)C)C=2C=NC(=CC2)NCC (5R)-2-[6-(ethylamino)pyridin-3-yl]-5-methyl-6,7-dihydro-5H-pyrazolo[5,1-b][1,3]oxazine-3-carboxylic acid ethyl ester